(2R,4R)-N-(5-((+)-1-amino-3-cyclopropyl-1-(pyridin-4-yl)propyl)-2-fluorophenyl)-1-(3-amino-4-chlorobenzoyl)-4-methoxypyrrolidine-2-carboxamide NC(CCC1CC1)(C1=CC=NC=C1)C=1C=CC(=C(C1)NC(=O)[C@@H]1N(C[C@@H](C1)OC)C(C1=CC(=C(C=C1)Cl)N)=O)F